NC1=C(C(N(C2=C(C=CC=C12)C=1C=NC=CC1OC)C)=O)C(=O)NCC(C)C 4-amino-N-isobutyl-8-(4-methoxy-3-pyridinyl)-1-methyl-2-oxo-quinoline-3-carboxamide